C(C)OP(=O)(OCC)C=C1CC2(C1)CN(CCC2)C(=O)OC(C)(C)C tert-butyl 2-((diethoxyphosphoryl) methylene)-6-azaspiro[3.5]nonane-6-carboxylate